4-((6-(4-((4-((3,4-dichloro-2-fluorophenyl)amino)-7-methoxyquinazolin-6-yl)oxy)piperidin-1-yl)-6-oxohexyl)amino)-2-(2,6-dioxopiperidin-3-yl)isoindoline-1,3-dione ClC=1C(=C(C=CC1Cl)NC1=NC=NC2=CC(=C(C=C12)OC1CCN(CC1)C(CCCCCNC1=C2C(N(C(C2=CC=C1)=O)C1C(NC(CC1)=O)=O)=O)=O)OC)F